FC1=CC=C(C=C1)C=1C=C(C=NC1)C(=O)N1CCN(C2=CC=CC=C12)C (5-(4-fluorophenyl)pyridin-3-yl)(4-methyl-3,4-dihydroquinoxalin-1(2H)-yl)methanone